methyl 5-{4-[(7-ethyl-6-oxo-5H-1,5-naphthyridin-3-yl)methyl]piperazin-1-yl}pyridine-2-carboxylate C(C)C=1C(NC=2C=C(C=NC2C1)CN1CCN(CC1)C=1C=CC(=NC1)C(=O)OC)=O